FC=1C=C(C=C(C1)F)B1OCCN(CCO1)C 2-(3,5-Difluorophenyl)-6-methyl-[1,3,6,2]dioxazaborocane